OC1=C(C=C(C=C1)[N+](=O)[O-])NC(CCCC)=O N-(2-hydroxy-5-nitrophenyl)pentanamide